3-bromo-2-methyl-N-(tricyclo[3.3.1.13,7]dec-1-yl)benzenesulfonamide BrC=1C(=C(C=CC1)S(=O)(=O)NC12CC3CC(CC(C1)C3)C2)C